C(C)OC1=CC(=NC=C1C#N)C(C)N1C(C2=CC(=CC(=C2CC1)C=O)CCN(C)CC)=O 4-ethoxy-6-(1-(7-(2-(ethyl(methyl)amino)ethyl)-5-formyl-1-oxo-3,4-dihydroisoquinolin-2(1H)-yl)ethyl)nicotinonitrile